ClC1([C@H]([C@@H]1C1=CC=C(C=C1)I)C(=O)O)Cl trans-2,2-dichloro-3-(4-iodophenyl)cyclopropane-1-carboxylic acid